N-tert-butyloxycarbonyl-pentafluoroaniline C(C)(C)(C)OC(=O)NC1=C(C(=C(C(=C1F)F)F)F)F